lithium aminoalcohol NO.[Li]